C(C)OC(=O)C=1SC(=NN1)Br.CC1=CC=CC(=N1)NC1=NN=C(S1)C(=O)O 5-((6-Methylpyridin-2-yl)amino)-1,3,4-thiadiazole-2-carboxylic acid Ethyl-5-bromo-1,3,4-thiadiazole-2-carboxylate